9'-(2-cyclopropyl-9-(4-(difluoromethoxy)phenyl)-8-oxo-8H-pyrido[1,2-a]pyrimidin-7-yl)-2'-methyl-4'H-spiro[cyclopropane-1,3'-pyrazino[1,2-b]indazole]-1'(2'H)-one C1(CC1)C1=NC=2N(C=C1)C=C(C(C2C2=CC=C(C=C2)OC(F)F)=O)C2=CC1=C3N(N=C1C=C2)CC2(N(C3=O)C)CC2